FC1=C(CN2[C@@H](CCC2=O)CC(=O)N[C@@H]([C@H](OC)C)C(=O)OCC2=CC=C(C=C2)C)C=CC=C1F 4-Methylbenzyl N-(2-((S)-1-(2,3-difluorobenzyl)-5-oxopyrrolidin-2-yl)acetyl)-O-methyl-L-threoninate